6-methyl-8-[(1-methylpyrazol-3-yl)methyl]-2-(methylsulfanyl)-5-[2-(triisopropylsilyl)ethynyl]pyrido[2,3-d]pyrimidin-7-one CC1=C(C2=C(N=C(N=C2)SC)N(C1=O)CC1=NN(C=C1)C)C#C[Si](C(C)C)(C(C)C)C(C)C